CCC(CC)NC(=O)C1=NNC(=C1)C=1C=C(C=CC1)C=1OC(=CN1)C(=O)N[C@@H](C(C)C)C(=O)OC(C)(C)C tert-butyl (2-(3-(3-(pentan-3-ylcarbamoyl)-1H-pyrazol-5-yl)phenyl)oxazole-5-carbonyl)-L-valinate